2'-(4-(azepan-1-yl)-6-chloro-8-fluoro-2-((tetrahydro-1H-pyrrolizin-7a(5H)-yl)meth-oxy)quinazolin-7-yl)-[1,1'-biphenyl]-4-amine N1(CCCCCC1)C1=NC(=NC2=C(C(=C(C=C12)Cl)C1=C(C=CC=C1)C1=CC=C(C=C1)N)F)OCC12CCCN2CCC1